tert-butyl-{4-cyano-6-[(2-methoxyphenyl) amino] pyrimidin-2-yl}-5-amino-1H-pyrazole-4-carboxylate C(C)(C)(C)OC(=O)C=1C=NN(C1N)C1=NC(=CC(=N1)C#N)NC1=C(C=CC=C1)OC